BrC1=CC(=NC=C1)C(C)C 4-bromo-2-isopropylpyridine